2-methylene-4,5-dimethyl-1,3-dioxole C=C1OC(=C(O1)C)C